tert-butyl (3S)-3-[[8-carbamoyl-6-(2-methoxyphenyl) pyrido[3,2-d]pyrimidin-4-yl] amino]piperidine-1-carboxylate C(N)(=O)C1=CC(=NC2=C1N=CN=C2N[C@@H]2CN(CCC2)C(=O)OC(C)(C)C)C2=C(C=CC=C2)OC